O1C(=CC=C1C(=O)OCCCC)C(=O)OCCCC dibutyl 2,5-furandicarboxylate